C12CN(CC(CCC1)N2)C=2OC1=C(N2)C=C(C=C1C=1SC=CN1)C(C(F)(F)F)O 1-(2-(3,9-diazabicyclo[3.3.1]nonan-3-yl)-7-(thiazol-2-yl)benzo[d]oxazol-5-yl)-2,2,2-trifluoroethan-1-ol